[C-]1(C=CC=C1)C1N=[Fe](C1)(=S)=S.[CH-]1C=CC=C1.[Fe+2] ferrocenyl-ferraazetine disulfide